keto-pantoic acid O=CC([C@H](C(=O)O)O)(C)CO